C(CCCCCCC)(=O)OCC(O)CO glycerol mono-octanoate